(1S,3R)-N-(5-chloro-4-(5-fluoro-1,1-dimethyl-2,3-dihydro-1H-benzo[d]pyrrolo[1,2-a]imidazol-7-yl)pyridin-2-yl)-3-(methylsulfonylamino)cyclohexane-1-carboxamide ClC=1C(=CC(=NC1)NC(=O)[C@@H]1C[C@@H](CCC1)NS(=O)(=O)C)C1=CC2=C(N=C3N2C(CC3)(C)C)C(=C1)F